N1-(6-(4-Isopropyl-4H-1,2,4-triazol-3-yl)pyridin-2-yl)-N3-(thiazol-5-yl)isophthalamide C(C)(C)N1C(=NN=C1)C1=CC=CC(=N1)NC(C1=CC(C(=O)NC2=CN=CS2)=CC=C1)=O